O1[C@@H]2[C@H](NC(C1)=O)C[NH2+]CC2 (4aR,8aS)-4a,5,6,7,8,8a-hexahydro-4H-pyrido[4,3-b][1,4]oxazin-6-ium-3-one